BrC=1C=2N(C(=CC1)C[C@@H]1N=C([C@H](N=C1OC)C(C)C)OC)C=CN2 8-bromo-5-(((2S,5R)-5-isopropyl-3,6-dimethoxy-2,5-dihydropyrazin-2-yl)methyl)imidazo[1,2-a]pyridine